FC(C1=C(C=CC(=C1)C(F)(F)F)C1CCC2=C(N(C1=O)CC#CC=1N=NC(=CC1)NC)C=CC(=C2)F)(F)F 3-(2,4-bis(trifluoromethyl)phenyl)-7-fluoro-1-(3-(6-(methylamino)pyridazin-3-yl)prop-2-ynyl)-4,5-dihydro-1H-benzo[b]azepin-2(3H)-one